1-[(5-fluoro-3-pyridinyl)methyl]-6-[3-(trifluoromethyl)phenyl]-3H-imidazo[4,5-b]pyridin-2-one FC=1C=C(C=NC1)CN1C(NC2=NC=C(C=C21)C2=CC(=CC=C2)C(F)(F)F)=O